C1(CC1)C1=CC(=NC=C1)C1=NC2=CC=C(C=C2C(N1)=O)OCCCC1=CC=NC=C1 2-(4-cyclopropyl-2-pyridinyl)-6-[3-(4-pyridinyl)propoxy]-3H-quinazolin-4-one